CC1=C(C=CC=2N1C(NN2)=O)B2OC(C(O2)(C)C)(C)C 5-methyl-6-(4,4,5,5-tetramethyl-1,3,2-dioxaborolan-2-yl)-[1,2,4]triazolo[4,3-a]pyridin-3(2H)-one